COC1=NC=C(C(=C1)C1=CCCCCN1C=O)OC 7-(2,5-dimethoxy-4-pyridinyl)-2,3,4,5-tetrahydroazepine-1-carbaldehyde